tert-butyl (1-((4-fluorophenyl)carbamoyl)cycloheptyl)carbamate FC1=CC=C(C=C1)NC(=O)C1(CCCCCC1)NC(OC(C)(C)C)=O